ClC1=C(OC2=C(COC3=CC=C(C=C3)CCC(=O)O)C=CC=C2)C=CC(=C1)Cl 3-(4-((2-(2,4-dichlorophenoxy)benzyl)oxy)phenyl)propanoic acid